ClC1=C(C=CC=C1)CC(=O)NC1=CC(=C(C=C1)N1N=C(N=C1)C(F)F)S(NCC1=C(C=C(C=C1)OC)OC)(=O)=O 2-(2-chlorophenyl)-N-{4-[3-(difluoromethyl)-1H-1,2,4-triazol-1-yl]-3-[(2,4-dimethoxybenzyl)sulfamoyl]phenyl}acetamide